C1(=CC=CC=C1)[C@H](C)N[C@@H]1[C@@H](N(CC1)C(=O)OC(C)(C)C)C(=O)OC 1-(tert-butyl) 2-methyl (2R,3S)-3-(((S)-1-phenylethyl)amino)pyrrolidine-1,2-dicarboxylate